6-ethyl pyrazolo[1,5-a]pyrimidine-4,6(7H)-dicarboxylate N1=CC=C2N1CC(=CN2C(=O)[O-])C(=O)OCC